5-(2-ethoxy-3-pyridinyl)-N-ethyl-1-isopropyl-3-methyl-pyrazolo[4,3-b]pyridin-7-amine C(C)OC1=NC=CC=C1C1=CC(=C2C(=N1)C(=NN2C(C)C)C)NCC